FC(COC=1C(=NC=C(C1)F)OC=1C=CC=2N(N1)C=C(N2)C(=O)NC2(CCS(CC2)(=O)=O)C)(C)F 6-[[3-(2,2-Difluoropropoxy)-5-fluoro-2-pyridyl]oxy]-N-(4-methyl-1,1-dioxo-thian-4-yl)imidazo[1,2-b]pyridazine-2-carboxamide